C(#N)C=1C=NN(C1)C[C@H](C(=O)OC(C)C)OC(NC1=C2CCCC2=CC=2CCCC12)=O Propan-2-yl (2R)-3-(4-cyano-1H-pyrazol-1-yl)-2-{[(1,2,3,5,6,7-hexahydro-s-indacen-4-yl)carbamoyl]oxy}-propanoate